CS(=O)(=O)OC1=NOC(=C1)C(=O)C1=C(N=C(S1)N(C1=CC=C(C=C1)F)[C@@H](C(=O)N)C)N |r| Rac-[5-[4-amino-2-(N-(2-amino-1-methyl-2-oxo-ethyl)-4-fluoro-anilino) thiazole-5-carbonyl] isoxazol-3-yl] methanesulfonate